C(CCC)[Sn](OC)(OC)CCCC dibutyl-(dimethoxy)stannan